FC(C(=O)O)(F)F.NC1=NC(=C2N=CNC2=N1)NC(C)C=1N=C2N(C(C1C=1C=C(C#N)C=CC1)=O)C(=CC=C2)C 3-(2-{1-[(2-Amino-9H-purin-6-yl)amino]ethyl}-6-methyl-4-oxo-4H-pyrido[1,2-a]pyrimidin-3-yl)benzonitrile Trifluoroacetic Acid Salt